C(#N)C1=CC(CC(C1=O)(C)C)(C)NC(OCCCC)=O butyl (3-cyano-1,5,5-trimethyl-4-oxocyclohex-2-en-1-yl)carbamate